(R)-1-(2-chloro-5-fluoropyridin-3-yl)ethan-1-ol ClC1=NC=C(C=C1[C@@H](C)O)F